C1(CC1)C=1C(=C2C(C(N(C2=C(C1)F)[C@H]1C(N(CC1)CCCC(=O)O)=O)=O)(C)C)F (R)-4-(3-(5-cyclopropyl-4,7-difluoro-3,3-dimethyl-2-oxoindolin-1-yl)-2-oxopyrrolidin-1-yl)butanoic acid